C1(CC1)C=1N=CN(C1)C1=CC(=NS1)C(=O)NC1=CC(=CC=C1)C1=NN=CN1C(C)C 5-(4-Cyclopropyl-1H-imidazol-1-yl)-N-(3-(4-isopropyl-4H-1,2,4-triazol-3-yl)phenyl)isothiazole-3-carboxamide